N-(4-(4-(2-(6,6-difluoro-3-azabicyclo[3.1.0]hexane-3-yl)-6-methylpyrimidin-4-yl)-1H-pyrazol-1-yl)-3-(6-azaspiro[2.5]octane-6-yl)phenyl)-2-hydroxyethane-1-sulfonamide FC1(C2CN(CC12)C1=NC(=CC(=N1)C=1C=NN(C1)C1=C(C=C(C=C1)NS(=O)(=O)CCO)N1CCC2(CC2)CC1)C)F